1,5-dibutyl-1,1,3,5,5-pentamethyltrisiloxane C(CCC)[Si](O[SiH](O[Si](C)(C)CCCC)C)(C)C